((4-nitrobenzyl)thio)quinolin [N+](=O)([O-])C1=CC=C(CSC2=NC3=CC=CC=C3C=C2)C=C1